(3aS,10aS)-Ethyl 8-((3-cyano-4-fluorophenyl)carbamoyl)-7-methyl-3a,4,10,10a-tetrahydro-1H,7H-dipyrrolo[3,4-b:3',4'-f][1,4,5]oxathiazocin-2(3H)-carboxylat-5,5-dioxid C(#N)C=1C=C(C=CC1F)NC(=O)C=1N(C=C2C1OC[C@@H]1[C@H](NS2(=O)=O)CN(C1)C(=O)OCC)C